C(C)(=O)NC(C(=O)NC1=CNC2=CC=C(C=C12)C=1C=NN(C1)C1=CC=C(C=C1)C(F)(F)F)C(C)C 2-acetamido-3-methyl-N-(5-{1-[4-(trifluoromethyl)phenyl]-1H-pyrazol-4-yl}-1H-indol-3-yl)butanamide